methyl (azetidin-2-ylmethyl)(1-(4-fluoro-3-(trifluoromethyl)phenyl)cyclopropyl)carbamate N1C(CC1)CN(C(OC)=O)C1(CC1)C1=CC(=C(C=C1)F)C(F)(F)F